butyl 4-(1-((4-methoxy-2-methylbenzo[d]oxazol-6-yl)carbamoyl)-2,3-dihydro-1H-pyrrolo[2,3-b]pyridin-4-yl)piperazine-1-carboxylate COC1=CC(=CC2=C1N=C(O2)C)NC(=O)N2CCC=1C2=NC=CC1N1CCN(CC1)C(=O)OCCCC